(S)-3-chloro-N-(1-(5-(3-(2-chloro-7-(1-methoxyethyl)pyrazolo[1,5-a]pyrimidin-6-yl)ureido)-3-(trifluoromethyl)pyridin-2-yl)-1H-pyrazol-4-yl)benzamide ClC=1C=C(C(=O)NC=2C=NN(C2)C2=NC=C(C=C2C(F)(F)F)NC(=O)NC=2C=NC=3N(C2[C@H](C)OC)N=C(C3)Cl)C=CC1